C[C@@H]1CNCC[C@]1(C1=CC=CC=C1)C trans-3,4-dimethyl-4-phenylpiperidine